4-(tert-butoxycarbonylamino)bicyclo[2.2.2]Octane-1-carboxylic acid methyl ester COC(=O)C12CCC(CC1)(CC2)NC(=O)OC(C)(C)C